OC1=C(C=C(C=C1)C(C(CO)C1=CC(=C(C=C1)O)OC)O)OC 1,2-bis(4-hydroxy-3-methoxyphenyl)propane-1,3-diol